CN([C@@H](CC(C)C)C(=O)[O-])[P@](=O)(C1=CC=CC=C1)OC1C2=CC=CC=C2C=2C=CC=CC12 Methyl((S)-((9H-fluoren-9-yl)oxy)(phenyl)phosphoryl)-L-leucinate